CC1=CN=C(S1)C(C)C1C(CCCC1)=O 1-(5-Methylthiazol-2-yl)ethylcyclohexanone